FC1=CC(=CC=2N1C(=NN2)C(CNC(OC(C)(C)C)=O)CC(C)C)C2=NC(=NC=C2)NC2=CC=NN2C tert-butyl (2-(5-fluoro-7-(2-((1-methyl-1H-pyrazol-5-yl)amino)pyrimidin-4-yl)-[1,2,4]triazolo[4,3-a]pyridin-3-yl)-4-methylpentyl)carbamate